C(CCC)N(CCCC)C(N(CCCC)CCCC)(N(CCCC)CCCC)[SiH2]C1=CC=C(C=C1)C(=C)C1=CC=CC=C1 1-[4-tris(di-n-butylamino)methylsilylphenyl]-1-phenylethene